3-((t-butoxycarbonyl)amino)-4-(6-(4-((5-chloro-3-fluoropyridin-2-yl)oxy)phenyl)-3-fluoropyridin-2-yl)butyric acid C(C)(C)(C)OC(=O)NC(CC(=O)O)CC1=NC(=CC=C1F)C1=CC=C(C=C1)OC1=NC=C(C=C1F)Cl